C(C)C=1C=C(C=CC1O)C(C)=O 1-(3-ethyl-4-hydroxyphenyl)ethanone